(2-((2-azaspiro[3.3]hept-2-yl)methyl)-6-fluorophenyl)methylamine C1N(CC12CCC2)CC2=C(C(=CC=C2)F)CN